N-t-butyloxycarbonyl-aminopropyne C(C)(C)(C)OC(=O)NC#CC